CC(C[C@H](NC(C(NC1=NC=CC=C1)=O)=O)B(O)O)C (R)-(3-methyl-1-(2-oxo-2-(pyridin-2-ylamino)acetamido)butyl)boronic acid